C(#N)C=1C(=CC(=C2C=NN(C12)CC1=CC=C(C=C1)OC)N1CCCC1)OS(=O)(=O)C(F)(F)F trifluoromethanesulfonic acid 7-cyano-1-[(4-methoxyphenyl) methyl]-4-(pyrrolidin-1-yl)-1H-indazol-6-yl ester